C(CCCCCCC)C1CCC(CC1)NC(=O)CC(CC(=O)NC1CCC(CC1)CCCCCCCC)C(=O)NC1CCC(CC1)CCCCCCCC 1,2,3-propanetricarboxylic acid tris(4-n-octylcyclohexylamide)